N1C(=NC2=C1C=CC=C2)N2CCC1(CN(C(N1CC1=CC=C(C=C1)OC)=O)CC(=O)NC1=CC=C(C=C1)C(F)(F)F)CC2 2-(8-(1H-Benzo[d]imidazol-2-yl)-1-(4-methoxybenzyl)-2-oxo-1,3,8-triazaspiro[4.5]decan-3-yl)-N-(4-(trifluoromethyl)phenyl)acetamide